N[C@H]1C[C@H](CCC1)C(=O)NC1=NC=C(C(=C1)C=1C=C(N2CC(CC12)(C)C)C(=O)NC)Cl 7-(2-((1S,3R)-3-aminocyclohexane-1-carboxamido)-5-chloropyridin-4-yl)-N,2,2-trimethyl-2,3-dihydro-1H-pyrrolizine-5-carboxamide